4-((2-morpholinoethyl)sulfonyl)aniline O1CCN(CC1)CCS(=O)(=O)C1=CC=C(N)C=C1